(R)-2-(6-(5-chloro-2-((oxacyclohex-4-yl)amino)pyrimidin-4-yl)-4-fluoro-1-oxoisoindolin-2-yl)propionic acid ClC=1C(=NC(=NC1)NC1CCOCC1)C1=CC(=C2CN(C(C2=C1)=O)[C@@H](C(=O)O)C)F